C(C)OC1=C(C=C(C(=O)NC2CCN(CC2)C)C=C1OC)OC 4-ethoxy-3,5-dimethoxy-N-(1-methylpiperidin-4-yl)benzamide